C(C1=CC=CC=C1)OC=1C=C(CN)C=CC1 3-(benzyloxy)benzylamine